FC1=CN=C2N1N=C(C=C2[C@@H]2[C@H](C2)C2=CC=C(C=C2)C(F)(F)F)C=2C(NC(NC2)=O)=O 5-(3-fluoro-8-((1S,2S)-2-(4-(trifluoromethyl)phenyl)cyclopropyl)imidazo[1,2-b]pyridazin-6-yl)pyrimidine-2,4(1H,3H)-dione